C(CCC)N(C([S-])=S)CCCC.[Mo+2]=O.C(CCC)N(C([S-])=S)CCCC molybdenum oxide dibutyldithiocarbamate